N-[5-[2-methyl-5-[[(1S,4S)-5-oxa-2-azabicyclo[2.2.1]heptan-4-yl]methoxy]-4-pyridyl]pyrazolo[1,5-a]pyridin-2-yl]cyclopropanecarboxamide CC1=NC=C(C(=C1)C1=CC=2N(C=C1)N=C(C2)NC(=O)C2CC2)OC[C@]21CN[C@H](CO2)C1